CC(CCCCCCCCCCC(=O)O)CC 12-methylmyristic acid